C(C)(C)(C)OC(N([C@@H]1CN(CC1)C1NC(CCC1)[N+](=O)[O-])C)=O (S)-methyl-(1-(6-nitropiperidin-2-yl)pyrrolidin-3-yl)carbamic acid tert-butyl ester